((1r,3r)-3-(4-(2-(4-((6-methylpyrazin-2-yl)oxy)phenyl)propan-2-yl)phenoxy)cyclobutyl)carbamate CC1=CN=CC(=N1)OC1=CC=C(C=C1)C(C)(C)C1=CC=C(OC2CC(C2)NC([O-])=O)C=C1